Tert-butyl 2-((2-(bromomethyl)pyrimidin-5-yl)oxy)acetate BrCC1=NC=C(C=N1)OCC(=O)OC(C)(C)C